OCCNS(=O)(=O)C1=CC=C(C=C1)C=1N=C(NC1)C1N(CCCC1)C(C(C)SC)=O N-(2-hydroxyethyl)-4-(2-(1-(2-(methylthio)propanoyl)piperidin-2-yl)-1H-imidazol-4-yl)benzenesulfonamide